C1(CC1)C=1N=CC2=CC3=C(C(=C2C1)S(NCC(C)C)(=O)=O)CC(CC3)NC(=S)NC=3C=NC=CC3 1-[3-cyclopropyl-5-(isobutylsulfamoyl)-6,7,8,9-tetrahydrobenzo[g]Isoquinolin-7-yl]-3-(3-Pyridyl)thiourea